N-((7-(1-(4-Chlorobenzyl)piperidin-3-yl)-2-methylpyrazolo[1,5-a]pyrimidin-3-yl)methyl)-2,2,2-trifluoroethan-1-amine ClC1=CC=C(CN2CC(CCC2)C2=CC=NC=3N2N=C(C3CNCC(F)(F)F)C)C=C1